CC1=C(C=CC(=C1)OS(N)(=O)=O)C1=CC(=CC=C1)C(CCN1N(C(CC1)=O)CCC1=CC=C(C(=O)O)C=C1)=O 4-(2-(2-(3-(2'-methyl-4'-(sulfamoyloxy)-[1,1'-biphenyl]-3-yl)-3-oxopropyl)-5-oxopyrazolidin-1-yl)ethyl)benzoic acid